S1C=NC2=C1C=C(C=C2)\C=C\2/N=C(NC2=O)NC2CC21CCCCC1 (4Z)-4-(1,3-benzothiazol-6-ylmethylene)-2-(spiro[2.5]oct-2-ylamino)-1H-imidazol-5-one